C(#N)C(C(=O)OCCOCCC)=C 2-propoxylethyl cyanoacrylate